NCC=1C=C(C=CC1)C=1C=C(C2=C(C(=CO2)COC2=C(C=CC=C2)CC(=O)OCC)C1)CN(C)C1CC1 ethyl 2-(2-((5-(3-(aminomethyl)phenyl)-7-((cyclopropyl(methyl)amino)methyl)benzofuran-3-yl)methoxy)phenyl)acetate